ClC=1C(=CC(=C(C(=O)O)C1)F)C(F)(F)F 5-chloro-2-Fluoro-4-(trifluoromethyl)benzoic acid